S1C(=NC2=C1C=CC=C2)NC(=O)C=2C=CC=C1CCN(CC21)C2=CC=C(C(=N2)C(=O)NS(=O)(=O)CCCC(=O)OCC)C=2C=NN(C2C)CC2CCCCC2 Ethyl 4-(N-(6-(8-(benzo[d]thiazol-2-ylcarbamoyl)-3,4-dihydroisoquinolin-2(1H)-yl)-3-(1-(cyclohexylmethyl)-5-methyl-1H-pyrazol-4-yl)picolinoyl)sulfamoyl)butanoate